(S)-2-(3-((4-azaspiro[2.5]octan-7-yl)thio)-1,2,4-triazin-6-yl)-5-(1H-imidazol-1-yl)phenol C1CC12NCC[C@@H](C2)SC=2N=NC(=CN2)C2=C(C=C(C=C2)N2C=NC=C2)O